4-(2,2-dimethylpropyl-1,1-d2)-2-phenyl-5-(trimethylsilyl)pyridine CC(C([2H])([2H])C1=CC(=NC=C1[Si](C)(C)C)C1=CC=CC=C1)(C)C